2,6-Dimethylphenolate CC1=C(C(=CC=C1)C)[O-]